COC1=CC=C(C=C1)C1CCN(CC1)C1=C(C(N(C2=CC=C(C=C12)C1=CC=CC=C1)C)=O)C#N 4-[4-(4-Methoxyphenyl)piperidin-1-yl]-1-methyl-2-oxo-6-phenyl-1,2-dihydro-quinoline-3-carbonitrile